BrC=1C=C2C(=NC(=NC2=CC1)C(=O)OCC)N1[C@H](COCC1)C1=CC=CC=C1 ethyl (S)-6-bromo-4-(3-phenylmorpholino)quinazoline-2-carboxylate